N,N-dimethyl-1,2,4-oxadiazole-5-carboxamide CN(C(=O)C1=NC=NO1)C